L-2-ethylbutyric acid C(C)C(C(=O)O)CC